[Si](C1=CC=CC=C1)(C1=CC=CC=C1)(C(C)(C)C)OCCC1C(C=CO1)=O 5-(2-((tert-butyldiphenylsilyl)oxy)ethyl)-4-oxo-4,5-dihydrofuran